NC=1N=NC(=CC1N1CCN(C2(CC2)C1)C(=O)OC(C)(C)C)Cl tert-butyl 7-(3-amino-6-chloropyridazin-4-yl)-4,7-diazaspiro[2.5]octane-4-carboxylate